C(CCCCCCCCCCCCCCCCC)[Si]1(O[SiH2]O[SiH2]O[SiH2]O[SiH2]O1)C octadecyl-methylcyclopentasiloxane